3-(6-(1-(2-fluoro-5-(trifluoromethoxy)benzyl)-1H-pyrazol-3-yl)pyridin-2-yl)-3-hydroxy-N,N-bis(4-methoxybenzyl)-2-methylbutane-2-sulfonamide FC1=C(CN2N=C(C=C2)C2=CC=CC(=N2)C(C(C)(S(=O)(=O)N(CC2=CC=C(C=C2)OC)CC2=CC=C(C=C2)OC)C)(C)O)C=C(C=C1)OC(F)(F)F